(6''-bromo-8''-methyl-1'',5''-dioxo-1'',5''-dihydro-2''H-dispiro[cyclopropane-1,1'-cyclohexane-4',3''-imidazo[1,5-a]pyridin]-2-yl)carbamic acid tert-butyl ester C(C)(C)(C)OC(NC1CC12CCC1(NC(C=3N1C(C(=CC3C)Br)=O)=O)CC2)=O